2-(5-fluoro-2H-benzo[d][1,2,3]triazol-2-yl)-1-((3R,5R,8S,9S,10R,13S,14S,17S)-10-fluoro-3-hydroxy-3,13-dimethylhexadecahydro-1H-cyclopenta[a]phenanthren-17-yl)ethan-1-one FC1=CC=2C(=NN(N2)CC(=O)[C@H]2CC[C@H]3[C@@H]4CC[C@@H]5C[C@](CC[C@@]5([C@H]4CC[C@]23C)F)(C)O)C=C1